2-((4-(2-(4-chlorobenzofuran-7-yl)-2-methylbenzo[d][1,3]dioxolane-4-yl)piperidin-1-yl)methyl)-3-(((S)-oxetan-2-yl)methyl)-3H-imidazo[4,5-b]pyridine ClC1=CC=C(C2=C1C=CO2)C2(OC1=C(O2)C=CC=C1C1CCN(CC1)CC1=NC=2C(=NC=CC2)N1C[C@H]1OCC1)C